NC1=C(C=CC(=C1)Br)CC 1-(2-amino-4-bromophenyl)ethane